C1(=CC=CC=C1)C1=NOC(C1)C1=CC=CC=C1 3,5-Diphenyl-4,5-dihydroisoxazole